7-bromo-4-((4-methoxybenzyl)amino)pyrrolo[1,2-a]quinoxaline-2-carboxylic acid ethyl ester C(C)OC(=O)C=1C=C2N(C3=CC=C(C=C3N=C2NCC2=CC=C(C=C2)OC)Br)C1